FC(C(=O)O)(F)F.C(C)(CC)NC1=NC(=NC=C1C)NC1=CC2=C(B(OC2)O)C=C1 5-((4-(sec-butylamino)-5-methylpyrimidin-2-yl)amino)benzo[c][1,2]oxaborol-1(3H)-ol trifluoroacetic acid salt